CC=1C(=C(N=NC1)C=1N=NC=CC1)C dimethyl-3,3'-bipyridazine